OC1=C(C(N(CC1)CC=1C=NC(=CC1)OC1=CC(=CC=C1)OC(F)(F)F)=O)C(=O)NCC(=O)O N-{[4-hydroxy-2-oxo-1-({6-[3-(trifluoromethoxy)phenoxy]-3-pyridinyl}methyl)-1,2,5,6-tetrahydro-3-pyridinyl]carbonyl}glycine